(S)-4-(8-(2,4-dichlorophenyl)-9-(4-((1-(3-fluoropropyl)pyrrolidin-3-yl)oxy)phenyl)-6,7-dihydro-5H-benzo[7]annulen-3-yl)benzoic acid ClC1=C(C=CC(=C1)Cl)C=1CCCC2=C(C1C1=CC=C(C=C1)O[C@@H]1CN(CC1)CCCF)C=CC(=C2)C2=CC=C(C(=O)O)C=C2